C(C)[Si](CC1=CC=C(C=C1)C1=CC=C(C=C1)C)(CC)CC Triethyl((4'-methyl-[1,1'-biphenyl]-4-yl)methyl)silane